ClC1=CC=C(OC(C(C(C)(C)C)=O)N2C=NC=C2)C=C1 (4-Chlorophenoxy)1-(1H-imidazole-1-yl)-3,3-dimethyl-2-butanone